4-(8-bromo-9-ethyl-2-(3-methoxy-4-phenyl-1H-pyrazol-1-yl)-9H-purin-6-yl)morpholine BrC=1N(C2=NC(=NC(=C2N1)N1CCOCC1)N1N=C(C(=C1)C1=CC=CC=C1)OC)CC